C(C(C)C)(=O)N1C[C@H]2[C@@H](C1)CN(C2)C2=CC=C(C=N2)C=2C=1N(C=C(C2)C=2C=NN(C2)C)N=CC1C#N 4-(6-((3aR,6aS)-5-isobutyrylhexahydropyrrolo[3,4-c]pyrrol-2(1H)-yl)pyridin-3-yl)-6-(1-methyl-1H-pyrazol-4-yl)pyrazolo[1,5-a]pyridine-3-carbonitrile